C(C)C=1C=CC=C2C=CC=C(C12)N1CC=2N=C(N=C(C2CC1)C1=CCOCCC1)OCC12CCCN2CCC1 7-(8-ethylnaphthalen-1-yl)-2-((hexahydro-1H-pyrrolizin-7a-yl)methoxy)-4-(2,5,6,7-tetrahydrooxepin-4-yl)-5,6,7,8-tetrahydropyrido[3,4-d]pyrimidine